4-chloro-7-methoxy-N-(tetrahydro-2H-pyran-4-yl)quinoline-6-carboxamide ClC1=CC=NC2=CC(=C(C=C12)C(=O)NC1CCOCC1)OC